N1(CCN(CC1)CCN(CCCCCCC(C(=O)[O-])(CCCCCCCC)CCCCCC)CCCCCCC(C(=O)[O-])(CCCCCCCC)CCCCCC)CCN(CCCCCCC(C(=O)[O-])(CCCCCCCC)CCCCCC)CCCCCCC(C(=O)[O-])(CCCCCCCC)CCCCCC ((piperazine-1,4-diylbis(ethane-2,1-diyl))bis(azanetriyl))tetrakis(hexane-6,1-diyl)tetrakis(2-hexyldecanoate)